CNC1[C@@H]2CN(C[C@H]12)C(=O)OC(C)(C)C tert-butyl (1R,5S,6s)-6-(methylamino)-3-azabicyclo[3.1.0]hexane-3-carboxylate